morphinan hydrochloride salt Cl.C1=CC=CC=2[C@@]34CCCC[C@H]3[C@@H](CC12)NCC4